trifluoroacetyl-galactosamine FC(C(=O)C1(O)[C@H](N)[C@@H](O)[C@@H](O)[C@H](O1)CO)(F)F